C(CC=CCCCC\C=C/C=C/CCCCCC)(=O)O (9Z,11E,13E)-octadeca-9,11,3-trienoic acid